OC(CCCCCCCCCC(=O)OCCCCCCC)CCCCCCCCCC(=O)OC(CCCCCC)CCCCCC 1-heptyl 21-(tridecan-7-yl) 11-hydroxyhenicosanedioate